tert-butyl 4-(5-(4-fluorobenzoyl) pyrimidin-2-yl)-3,6-dihydropyridine-1(2H)-carboxylate FC1=CC=C(C(=O)C=2C=NC(=NC2)C=2CCN(CC2)C(=O)OC(C)(C)C)C=C1